(3-(3-cyclopentyl-2-oxoimidazolin-1-yl)piperidin-1-yl)-3-((4-(4-methylpiperidin-4-yl)phenyl)amino)pyrazine-2-carboxamide C1(CCCC1)N1C(N(CC1)C1CN(CCC1)C=1N=C(C(=NC1)C(=O)N)NC1=CC=C(C=C1)C1(CCNCC1)C)=O